(1'S,2'R,3'S)-1'-amino-5'-phenyl-1',2',3',4'-tetrahydro-[1,1':3',1''-terphenyl]-2'-carboxylic Acid N[C@@]1([C@@H]([C@H](CC(=C1)C1=CC=CC=C1)C1=CC=CC=C1)C(=O)O)C1=CC=CC=C1